O=C(C=C(C)OC([C@@H](NC(=O)OCC1=CC=CC=C1)C)=O)C1=CC=CC=C1 (E)-N-benzyloxycarbonyl-L-alanine-4-oxo-4-phenyl-2-buten-2-yl ester